N1(CCNCC1)C(=O)N1CC(CCC1)NC(OCC1=CC=CC=C1)=O benzyl (1-(piperazine-1-carbonyl)piperidin-3-yl)carbamate